methyl 1,3-benzothiazole-4-carboxylate S1C=NC=2C1=CC=CC2C(=O)OC